2-[2-(2-Methoxyethoxy)ethoxy]ethyl 4-[2-(4-fluorophenyl)-4-oxo-1,3-thiazolidin-3-yl]-3-methylbenzoate FC1=CC=C(C=C1)C1SCC(N1C1=C(C=C(C(=O)OCCOCCOCCOC)C=C1)C)=O